(S)-6-(Fluoromethyl)-2-(5-fluoro-2-pyridyl)-6-methyl-3-(4-pyridyl)-5,7-dihydro-4H-pyrazolo[1,5-a]pyridine FC[C@]1(CCC=2N(C1)N=C(C2C2=CC=NC=C2)C2=NC=C(C=C2)F)C